N-(2-hydroxy-1-(3-(trifluoromethyl)-phenyl)ethyl)-1-(5-methyl-2-((tetrahydro-2H-pyran-4-yl)amino)-pyrimidin-4-yl)-1H-imidazole-4-carboxamide OCC(C1=CC(=CC=C1)C(F)(F)F)NC(=O)C=1N=CN(C1)C1=NC(=NC=C1C)NC1CCOCC1